N-[(4-bromo-6-chloro-2-pyridyl)methyl]formamide BrC1=CC(=NC(=C1)Cl)CNC=O